ClC1=NC(=CC(=C1)OC1CC(C1)OC)C(C)(F)F 2-chloro-6-(1,1-difluoroethyl)-4-((1s,3s)-3-methoxycyclobutoxy)pyridine